(S,S)-3,3'-bis(3,5-dimethylphenyl)-[1,1'-binaphthyl] CC=1C=C(C=C(C1)C)C=1C=C(C2=CC=CC=C2C1)C1=CC(=CC2=CC=CC=C12)C1=CC(=CC(=C1)C)C